6-oxo-3,4-dihydro-2H,6H-pyrimido[2,1-b][1,3]thiazine-7-carbonitrile O=C1C(=CN=C2SCCCN21)C#N